(R)-3-((3-fluoro-4-((1-methyl-1H-pyrazol-4-yl)oxy)benzyl)oxy)-7,8,8a,9-tetrahydropyrrolo[1',2':3,4]imidazo[1,2-c]pyrimidin-1(6H)-one FC=1C=C(COC=2C=C3N(C(N2)=O)C[C@@H]2N3CCC2)C=CC1OC=1C=NN(C1)C